[Ce].[Si].[Ni] nickel-silicon-cerium